5-iodo-2-thiopheneacetonitrile IC1=CC=C(S1)CC#N